COCCOCC1=CC(=CC2=C1N=C(S2)N)C(F)(F)F 4-((2-methoxyethoxy)methyl)-6-(trifluoromethyl)benzo[d]thiazol-2-amine